C(C)(=O)O[C@H]1[C@H](N(C[C@@H]1OC(=O)OC(C)(C)C)C(=O)OC(C)(C)C)CC1=CC=C(C=C1)OS(=O)(=O)C(F)(F)F tert-butyl (2R,3S,4S)-3-(acetyloxy)-4-[(tert-butoxycarbonyl)oxy]-2-{[4-(trifluoromethanesulfonyloxy)phenyl]methyl}pyrrolidine-1-carboxylate